N1N=NC2=C1C=CC(=C2)CN2C(C1=CC=CC=C1C2=O)CC2=C(N=CN2C)C#N 5-((2-((1H-benzo[d][1,2,3]triazol-5-yl)methyl)-3-oxoisoindolin-1-yl)methyl)-1-methyl-1H-imidazole-4-carbonitrile